prenylphosphoryl-beta-D-ribose C(C=C(C)C)P(=O)=C([C@@H]1[C@H]([C@H]([C@H](O)O1)O)O)O